C(C)(=O)OC1(CN(C1)CC=1C=CC(=NC1)C1CN(C1)C(=O)OC(C)(C)C)C tert-butyl 3-(5-((3-acetoxy-3-methylazetidin-1-yl)methyl)pyridin-2-yl)azetidine-1-carboxylate